C(C=C)(=O)OCCC(=O)OCCC(=O)OCCC(=O)O 3-((((3-(acryloyloxy)propanoyl)oxy)propanoyl)oxy)propanoic acid